3-PHENYLPYRIDINE-2-BORONIC ACID C1(=CC=CC=C1)C=1C(=NC=CC1)B(O)O